3-methyl-3-(1-((2-(Trimethylsilyl)ethoxy)methyl)-1H-pyrazol-3-yl)butyronitrile CC(CC#N)(C)C1=NN(C=C1)COCC[Si](C)(C)C